lithium (8-hydroxyquinoline) lithium [Li].OC=1C=CC=C2C=CC=NC12.[Li]